C(C)(C)(C)OC(=O)N1C(=CC=2C1=NC(=CC2)Cl)C2=CC(=CC=C2)C(F)F 6-chloro-2-(3-(difluoromethyl)phenyl)-1H-pyrrolo[2,3-b]pyridine-1-carboxylic acid tert-butyl ester